CN1CCC(CC1)[C@H](O)C1=CC=2C(=NC(=CC2)C2=CC=3C(N=C2)=NN(C3)C)S1 (S)-(1-methyl-4-piperidinyl)(6-(2-methyl-2H-pyrazolo[3,4-b]pyridin-5-yl)thieno[2,3-b]pyridin-2-yl)methanol